OC1=C(C(=O)C2=CC=C(C=C2)CC)C=CC(=C1)OC 2-hydroxy-4-methoxy-4'-ethyl-benzophenone